CC1=C(C(=O)O)C=C(C(=C1O)OCCC1=CC=CC=C1)O.C(C1=CC=CC=C1)(C1=CC=CC=C1)(C1=CC=CC=C1)N[C@@H](CS)C(=O)O tritylcysteine Methyl-4-benzylmethoxy-3,5-dihydroxybenzoate